tert-butyl 3-(6-amino-5-methyl-indazol-1-yl)azetidine-1-carboxylate NC1=C(C=C2C=NN(C2=C1)C1CN(C1)C(=O)OC(C)(C)C)C